N1(CCCC1)C1=CC=C2N=C3C(C4=C(C(C3=NC2=C1C(F)(F)F)=O)N=CC=C4)=O 9-(pyrrolidin-1-yl)-10-(trifluoromethyl)pyrido[2,3-b]phenazine-5,12-dione